1,8-Octandialdehyd C(CCCCCCC=O)=O